ClC=1C=C(C(=NC1C12CC(C1)(C2)C)C)B2OC(C(O2)(C)C)(C)C 5-chloro-2-methyl-6-(3-methyl-1-bicyclo[1.1.1]pentanyl)-3-(4,4,5,5-tetramethyl-1,3,2-dioxaborolan-2-yl)pyridine